1-allyl-6-chloro-4-hydroxy-3,4-dihydro-1H-benzo[c][1,2]thiazine 2,2-dioxide C(C=C)N1S(CC(C2=C1C=CC(=C2)Cl)O)(=O)=O